p-bromophenylsulfonic acid BrC1=CC=C(C=C1)S(=O)(=O)O